ClC1=NN(C=N1)C(=O)N1C(CN(CC1)CC1=C(C=C(C=C1)C(F)(F)F)N1CCCC1)(C)C (3-chloro-1H-1,2,4-triazol-1-yl)(2,2-dimethyl-4-(2-(pyrrolidin-1-yl)-4-(trifluoromethyl)benzyl)piperazin-1-yl)methanone